1-benzyl-5-chloro-N-(4-chloro-1H-indol-6-yl)-1H-benzo[d]imidazol-2-amine C(C1=CC=CC=C1)N1C(=NC2=C1C=CC(=C2)Cl)NC2=CC(=C1C=CNC1=C2)Cl